O=C1NC(CCC1N1C(C2=CC=CC(=C2C1=O)NCCOCCCN1CCN(CC1)C=1C(=CC2=C(C(C=3NC4=CC(=CC=C4C3C2=O)C#N)(C)C)C1)CC)=O)=O 8-(4-(3-(2-((2-(2,6-dioxopiperidin-3-yl)-1,3-dioxoisoindolin-4-yl)amino)ethoxy)propyl)piperazin-1-yl)-9-ethyl-6,6-dimethyl-11-oxo-6,11-dihydro-5H-benzo[b]carbazole-3-carbonitrile